O=C1N(C(C2C3C=CC(C12)O3)=O)C(CNC(CCN3C(C1=CC=CC=2C1=C(C3=O)C=CC2)=O)=O)COC2=C(C(=CC=C2)C)C=O N-(2-(1,3-dioxo-1,3,3a,4,7,7a-hexahydro-2H-4,7-epoxyisoindol-2-yl)-3-(2-formyl-3-methylphenoxy)propyl)-3-(1,3-dioxo-1H-benzo[de]isoquinolin-2(3H)-yl)propanamide